(R)-5-(5,5-difluoro-4-hydroxy-3-(trifluoromethyl)-4,5,6,7-tetrahydro-1H-indol-1-yl)-2-fluorobenzonitrile FC1([C@@H](C=2C(=CN(C2CC1)C=1C=CC(=C(C#N)C1)F)C(F)(F)F)O)F